2,3,5,6-tetrachloroterephthalonitrile ClC1=C(C#N)C(=C(C(=C1Cl)C#N)Cl)Cl